N,N,N-trioctyl-N-methylammonium C(CCCCCCC)[N+](C)(CCCCCCCC)CCCCCCCC